isostearyl myristate (isostearyl myristate) C(CCCCCCCCCCCCCCC(C)C)C(C(=O)O)CCCCCCCCCCCC.C(CCCCCCCCCCCCC)(=O)OCCCCCCCCCCCCCCCC(C)C